3-chloro-5-((1-((4-methoxy-2-(methylthio)pyrimidin-5-yl)methyl)-6-oxo-4-(trifluoromethyl)-1,6-dihydropyrimidin-5-yl)oxy)benzonitrile ClC=1C=C(C#N)C=C(C1)OC1=C(N=CN(C1=O)CC=1C(=NC(=NC1)SC)OC)C(F)(F)F